C1(CCCCC1)NC1=CC=C(C=C1)N N-cyclohexylbenzene-1,4-diamine